FC1(CC(C1)C#N)F 3,3-difluorocyclobutane-1-carbonitrile